FC1=C(C=C(C=C1)C(F)(F)F)[N+]#[C-] 2-FLUORO-5-(TRIFLUOROMETHYL)-PHENYLISOCYANIDE